FC(C=1C(=C(C=CC1)C(C)NC1=C(C(=NC(=N1)C)CC(=O)NN1CCCCC1)C1OCCO1)F)F 2-(6-((1-(3-(difluoromethyl)-2-fluorophenyl)ethyl)amino)-5-(1,3-dioxolan-2-yl)-2-methylpyrimidin-4-yl)-N-(piperidin-1-yl)acetamide